OCC1(CC1)NC(C1=CC(=CC=C1)NC=1N=NC(=CC1)C1=CC=CC=C1)=O N-(1-(hydroxymethyl)cyclopropyl)-3-((6-phenylpyridazin-3-yl)amino)benzamide